6-chloro-4-(2,7-dimethyl-1-naphthalenyl)-5-methoxy-2-methyl-3(2H)-pyridazinone ClC=1C(=C(C(N(N1)C)=O)C1=C(C=CC2=CC=C(C=C12)C)C)OC